C1(=CC(=CC=C1)CC=1C=C(N)C=CC1)CC=1C=C(N)C=CC1 3,3'-[1,3-phenylenebis(methylene)]dianiline